ClC=1C=NC(=C2C(C=C(N(C12)C1=C(C=CC=C1Cl)Cl)C)=O)OCC1COC1 8-chloro-1-(2,6-dichlorophenyl)-2-methyl-5-(oxetan-3-ylmethoxy)-1,6-naphthyridin-4(1H)-one